4-(Naphtho[1,2-d]thiazol-2-yl)-1-phenylpyridin-1-ium trifluoromethanesulfonate FC(S(=O)(=O)[O-])(F)F.N1=C(SC2=C1C1=CC=CC=C1C=C2)C2=CC=[N+](C=C2)C2=CC=CC=C2